5-(2,3-dichlorophenyl)-N-(pyridin-4-ylmethyl)pyrazolo[1,5-a]pyrimidin-7-amine C1=CC(=C(C(=C1)Cl)Cl)C2=NC3=CC=NN3C(=C2)NCC4=CC=NC=C4